C(C)(C)(C)OC(=O)N1CCN(CC1)C1=NC(=NC2=CC(=C(C=C12)C#N)Cl)OC[C@H]1N(CCC1)C (S)-4-(7-chloro-6-cyano-2-((1-methylpyrrolidin-2-yl)methoxy)quinazolin-4-yl)piperazine-1-carboxylic acid tert-butyl ester